(1R,4r)-4-(6-bromo-5-hydroxybenzo[d]thiazol-2-yl)cyclohexanecarboxylic acid BrC1=CC2=C(N=C(S2)C2CCC(CC2)C(=O)O)C=C1O